ClC=1C=C(C=CC1)C(O)C1=CC=CC=C1 (3-chlorophenyl)(phenyl)methanol